O1C(CCC1)ON=C(C)CC1=CC=CC=C1 phenylacetone-O-2-tetrahydrofuranyl oxime